Br.CN1N=CC(=N1)N 2-methyl-2H-1,2,3-triazol-4-amine hydrobromide